FC1=CC=CC2=C1N=C(S2)[C@H]2N(CCC1=C2N=CN1)C(=O)C=1C=NN(C1C)C1=NC=CC=C1 (S)-(4-(4-fluorobenzo[d]thiazol-2-yl)-6,7-dihydro-1H-imidazo[4,5-c]pyridin-5(4H)-yl)(5-methyl-1-(pyridin-2-yl)-1H-pyrazol-4-yl)methanone